tert-Butyl 3-(4-((5-(methylsulfonyl)pyridin-2-yl)oxy)-7-(thiazol-2-yl)benzo[d]oxazol-2-yl)-3,6-diazabicyclo[3.1.1]heptane-6-carboxylate CS(=O)(=O)C=1C=CC(=NC1)OC1=CC=C(C2=C1N=C(O2)N2CC1N(C(C2)C1)C(=O)OC(C)(C)C)C=1SC=CN1